2-(allyloxy)-4-methylpentane C(C=C)OC(C)CC(C)C